C(C)(C)(C)OC(=O)N1CC(C1)C1=CC=2N=NC(=CC2N1)Cl 3-{3-chloro-5H-pyrrolo[3,2-c]pyridazin-6-yl}azetidine-1-carboxylic acid tert-butyl ester